sodium manganese titanium salt [Ti].[Mn].[Na]